cis-1-(6-(3-methyl-3H-[1,2,3]triazolo[4,5-b]pyridin-6-yl)thieno[2,3-b]pyridin-2-yl)-3-(trifluoromethyl)cyclobutanol CN1N=NC=2C1=NC=C(C2)C2=CC=C1C(=N2)SC(=C1)C1(CC(C1)C(F)(F)F)O